NC=1C=C(C=C(C1)OC(CCOC1=C(C=CC(=C1)F)C1=NC(=NC=C1F)Cl)C)CS(=NC(OC(C)(C)C)=O)(=O)C tert-butyl N-[[3-amino-5-[3-[2-(2-chloro-5-fluoro-pyrimidin-4-yl)-5-fluoro-phenoxy]-1-methyl-propoxy]phenyl]methyl-methyl-oxo-λ6-sulfanylidene]carbamate